bis(7-(nonanoyloxy)heptyl) (S)-2-((3-(dimethylamino)propanoyl)oxy)succinate CN(CCC(=O)O[C@H](C(=O)OCCCCCCCOC(CCCCCCCC)=O)CC(=O)OCCCCCCCOC(CCCCCCCC)=O)C